C(C=C)(=O)N1C[C@@H](N(CC1)C=1C2=C(N(C(N1)=O)C=1C(=NC=CC1SC)C(C)C)N=C(C(=C2)F)C2=C(C=CC=C2F)N(C)C)C 4-((S)-4-Acryloyl-2-methylpiperazin-1-yl)-7-(2-(dimethylamino)-6-fluorophenyl)-6-fluoro-1-(2-isopropyl-4-(methylthio)pyridin-3-yl)pyrido[2,3-d]pyrimidin-2(1H)-one